1-(4-(difluoromethyl)phenyl)ethane FC(C1=CC=C(C=C1)CC)F